N-(3,4-dimethoxyphenyl)-2,6-dimethylthieno[3,2-d]pyrimidin-4-amine COC=1C=C(C=CC1OC)NC=1C2=C(N=C(N1)C)C=C(S2)C